1,2-dioleyloxy-3-(N,N-dimethyl)aminopropane C(CCCCCCC\C=C/CCCCCCCC)OCC(CN(C)C)OCCCCCCCC\C=C/CCCCCCCC